4-(2-((Tert-Butyl-Dimethyl-Silyl)Oxy)Ethoxy-1,1,2,2-d4)-3-Nitro-2-(Prop-1-En-2-Yl)PyriDine C(C)(C)(C)[Si](OC(C(OC1=C(C(=NC=C1)C(=C)C)[N+](=O)[O-])([2H])[2H])([2H])[2H])(C)C